BrCCCN1C(=O)NC(=O)C1(C)C 3-bromopropyl-5,5-dimethylhydantoin